methyl (2S,4S)-4-(((benzyloxy) carbonyl) amino)-5-oxopyrrolidine-2-carboxylate C(C1=CC=CC=C1)OC(=O)N[C@H]1C[C@H](NC1=O)C(=O)OC